COCC1=CC=C(C=C1)C=1C=CC(=NC1)NC(=O)C1C(C1)C1=NC=CC=C1 N-(5-(4-(methoxymethyl)phenyl)pyridin-2-yl)-2-(pyridin-2-yl)cyclopropane-1-carboxamide